C(C)C1=NN(C2=C1C(NCC1(CCOCC1)C2)=O)C[C@H](COC(C2=CC(=CC=C2)C(C)=O)=O)C 3-Acetylbenzoic acid [(2R)-3-(3-ethyl-4-oxo-spiro[6,8-dihydro-5H-pyrazolo[4,3-c]azepin-7,4'-tetrahydropyran]-1-yl)-2-methyl-propyl] ester